COC1=C(C=CC=C1)S(=O)C1=CC=C(C=C1)C1=CC=CC=C1 4-[(2-methoxyphenyl)sulfinyl]biphenyl